OCCC=1C=C(C=CC1)C=C(C#N)C1=NC=CC=C1 3-(3-(2-hydroxyethyl)phenyl)-2-(pyridin-2-yl)acrylonitrile